Rac-(4-amino-7-fluoroimidazo[1,5-a]quinoxalin-8-yl)((4aR,9bR)-3,3-dimethyl-7-(trifluoromethyl)-3,4,4a,9b-tetrahydrobenzofuro[3,2-b]pyridin-1(2H)-yl)methanone NC=1C=2N(C3=CC(=C(C=C3N1)F)C(=O)N1[C@H]3[C@@H](CC(C1)(C)C)OC1=C3C=CC(=C1)C(F)(F)F)C=NC2 |r|